Methyl 6-chloro-5-(difluoromethyl)-3-[4-(morpholinomethyl)anilino]pyrazine-2-carboxylate ClC1=C(N=C(C(=N1)C(=O)OC)NC1=CC=C(C=C1)CN1CCOCC1)C(F)F